[Li].F[P] fluorophosphorus lithium salt